5-bromo-2-(cyclopropylmethyl)-2,7-dihydro-6H-pyrazolo[3,4-b]pyridin-6-one BrC1=CC=2C(NC1=O)=NN(C2)CC2CC2